CC1=C(C2=CC3=NC(=CC4=NC(=CC5=C(C(=C(N5)C=C1N2)C=C)C)C(=C4CCC(=O)[O-])C)C(=C3C)CCC(=O)[O-])C=C.[Na+].[Na+] disodium protoporphyrin